zirconium butoxystearate C(CCC)OC(C(=O)[O-])CCCCCCCCCCCCCCCC.[Zr+4].C(CCC)OC(C(=O)[O-])CCCCCCCCCCCCCCCC.C(CCC)OC(C(=O)[O-])CCCCCCCCCCCCCCCC.C(CCC)OC(C(=O)[O-])CCCCCCCCCCCCCCCC